triazocine (N'-methylnicotinate) CN1CC(C(=O)O)=CC=C1.N1=NN=CC=CC=C1